1-lauroyl-glycerol C(CCCCCCCCCCC)(=O)OCC(O)CO